C(#C)C=1C=NC=C(C1)C#C 3,5-diethynylpyridine